C(C)N(C(=O)C=1C=NN(C1C)C(C)C(C)C)C1=CN=NC=C1 N-ethyl-5-methyl-1-(3-methylbutan-2-yl)-N-(pyridazin-4-yl)-1H-pyrazole-4-carboxamide